FC1(CCC=2C1=NC(=CC2CO)C(=O)NC=2C=NC=C(C2)C2(CC(C2)C)C2=NN=CN2C)F 7,7-difluoro-4-(hydroxymethyl)-N-(5-((1s,3s)-3-methyl-1-(4-methyl-4H-1,2,4-triazol-3-yl)cyclobutyl)pyridin-3-yl)-6,7-dihydro-5H-cyclopenta[b]pyridine-2-carboxamide